COC(C[C@H]1O[C@H]([C@@H]([C@@H]1F)OC(C)=O)N1C2=NC(=NC=C2N(C1=O)CC#C)N)=O ((2R,3R,4S,5R)-4-acetoxy-5-(2-amino-8-oxo-7-(prop-2-yn-1-yl)-7,8-dihydro-9H-purin-9-yl)-3-fluorotetrahydrofuran-2-yl)acetic acid methyl ester